S1C(=NC2=C1C=CC=C2)NC(=O)C=2C=CC=C1CCN(CC21)C2=CC=C(C(=N2)C(=O)O)C=2C=NN(C2)CC2=CC(=C(C=C2)F)[N+](=O)[O-] 6-[8-(1,3-benzothiazol-2-ylcarbamoyl)-3,4-dihydroisoquinolin-2(1H)-yl]-3-[1-(4-fluoro-3-nitrobenzyl)-1H-pyrazol-4-yl]pyridine-2-carboxylic acid